C1(CCCCC1)S(=O)(=O)C1=CC=C(N=N1)NC1C[C@@H]2[C@@H](CN(C2)CC2CCOCC2)C1 (3aR,5s,6aS)-N-(6-(cyclohexylsulfonyl)pyridazin-3-yl)-2-((tetrahydro-2H-pyran-4-yl)methyl)octahydrocyclopenta[c]pyrrol-5-amine